ClC[C@H]1NCCC[C@H]1C(=O)[O-] (2S,3R)-2-chloromethylpiperidine-3-carboxylate